D-glucaric acid monopotassium salt [K+].O=C([C@H](O)[C@@H](O)[C@H](O)[C@H](O)C(=O)[O-])O